methyl 2-[6-bromo-1-(2-trimethylsilylethoxymethyl)pyrrolo[2,3-b]pyridin-2-yl]-7-methoxy-1-methyl-benzimidazole-5-carboxylate BrC1=CC=C2C(=N1)N(C(=C2)C2=NC1=C(N2C)C(=CC(=C1)C(=O)OC)OC)COCC[Si](C)(C)C